3-[N-[[4-[5-(difluoromethyl)-1,3,4-oxadiazol-2-yl]-2-fluoro-phenyl]methyl]anilino]-4-[(1S,4S)-5-(thietan-3-yl)-2,5-diazabicyclo[2.2.1]heptan-2-yl]cyclobut-3-en-1,2-dione FC(C1=NN=C(O1)C1=CC(=C(C=C1)CN(C1=CC=CC=C1)C=1C(C(C1N1[C@@H]2CN([C@H](C1)C2)C2CSC2)=O)=O)F)F